C(C)(=O)OCC([C@]1(CC[C@H]2[C@@H]3CCC4=CC(CC[C@]4(C)[C@H]3CC[C@]12C)=O)OC(CC)=O)=O 21-(acetoxy)-17-(1-oxo-propoxy)-pregn-4-ene-3,20-dione